ClC1=C(C=CC=C1)CCNS(=O)(=O)C1=C(C=C(C=C1C)OC)C N-[2-(2-chlorophenyl)ethyl]-4-methoxy-2,6-dimethyl-benzenesulfonamide